methyl 4-amino-1-(2,6-dimethyl-4-propoxyphenyl)-6-oxo-1,6-dihydropyrimidine-5-carboxylate NC=1N=CN(C(C1C(=O)OC)=O)C1=C(C=C(C=C1C)OCCC)C